7-(2-(methylsulfinyl)ethyl)-7,9-dihydro-1H-purine-6,8-dione CS(=O)CCN1C(NC=2N=CNC(C12)=O)=O